ClC1=C(C=C2C=C(N=CC2=C1)NC(=O)C1CC12CCOCC2)N2CCN(CC2)C2(COCC2O)C N-(7-chloro-6-(4-(4-hydroxy-3-methyltetrahydrofuran-3-yl)piperazin-1-yl)isoquinoline-3-yl)-6-oxaspiro[2.5]Octane-1-carboxamide